tert-butyl (S)-2-phenyl-3,6-dihydropyridine-1(2H)-carboxylate C1(=CC=CC=C1)[C@H]1N(CC=CC1)C(=O)OC(C)(C)C